N1CCNCC1 1,4-Diazacyclohexane